3,5-dichlorocyanopyridine ClC=1C(=NC=C(C1)Cl)C#N